[Br-].C(C)(C)(C)OC(=O)NCCCCCC[P+](C1=CC=CC=C1)(C1=CC=CC=C1)C1=CC=CC=C1 (6-((tert-butoxycarbonyl)amino)hexyl)triphenylphosphonium bromide